C1(=CC=CC=C1)C1=CC=C2C(=N1)N(C=C2)S(=O)(=O)C2=CC=C(C)C=C2 6-phenyl-1-(p-toluenesulfonyl)pyrrolo[2,3-b]pyridine